tert-Butyl (3-(5-iodo-7-tosyl-7H-pyrrolo[2,3-d]pyrimidin-4-yl)cyclohex-2-en-1-yl)carbamate IC1=CN(C=2N=CN=C(C21)C2=CC(CCC2)NC(OC(C)(C)C)=O)S(=O)(=O)C2=CC=C(C)C=C2